Cl.C(C)N=C=NCCCN(C)C ethyl-[3-(dimethylamino)propyl]-carbodiimide hydrochloride